3-fluoro-1H-pyrrolo[2,3-B]pyridine-4-carboxylic acid FC1=CNC=2N=CC=C(C21)C(=O)O